C(#N)C=1C(=NN(C1NCC1=CC=C(C=C1)C(N)=N)C(C(C)(C)C)=O)C1CN(C(C1)=O)S(=O)(=O)N1CC(CC1)O 4-({[4-cyano-1-(2,2-dimethylpropanoyl)-3-{1-[(3-hydroxypyrrolidin-1-yl)sulfonyl]-5-oxopyrrolidin-3-yl}-1H-pyrazol-5-yl]amino}methyl)benzene-1-carboximidamide